tetrabutylammonium tetrakis[3,5-bis(trifluoromethyl)phenyl]borate FC(C=1C=C(C=C(C1)C(F)(F)F)[B-](C1=CC(=CC(=C1)C(F)(F)F)C(F)(F)F)(C1=CC(=CC(=C1)C(F)(F)F)C(F)(F)F)C1=CC(=CC(=C1)C(F)(F)F)C(F)(F)F)(F)F.C(CCC)[N+](CCCC)(CCCC)CCCC